2'-[6-amino-5-(trifluoromethyl)pyridin-3-yl]-N-[(1R)-1-(pyridin-2-yl)ethyl]-5',6'-dihydrospiro[pyrrolidine-3,4'-pyrrolo[1,2-b]pyrazole]-1-carboxamide NC1=C(C=C(C=N1)C=1C=C2N(N1)CCC21CN(CC1)C(=O)N[C@H](C)C1=NC=CC=C1)C(F)(F)F